P(=O)(O)(O)OC[C@@H]1[C@H]([C@H]([C@@H](O1)N1C=[N+](C=2C(=O)NC(N)=NC12)C)O)O 7-methylguanosine-5'-monophosphate